4-(2-methoxy-3H-imidazo[4,5-c]pyridin-7-yl)morpholine COC1=NC2=C(C=NC=C2N2CCOCC2)N1